2-(3-chlorophenyl)ethanesulfonyl chloride ClC=1C=C(C=CC1)CCS(=O)(=O)Cl